O1COC2=C1C=CC(=C2)C(CC(=O)O)C2=CC1=CC(=CC=C1C=C2)OCC(=O)NC2CCCCC2 3-(benzo[d][1,3]dioxol-5-yl)-3-(7-(2-(cyclohexylamino)-2-oxoethoxy)naphthalen-2-yl)propanoic acid